C(CCC)C1N(S(C2=C(N(C1)C1=CC=CC=C1)C=C(C(=C2)OC=C(C(=O)O)F)SC)(=O)=O)C 3-((3-butyl-2-methyl-7-(methylthio)-1,1-dioxido-5-phenyl-2,3,4,5-tetrahydro-1,2,5-benzothiadiazepin-8-yl)oxy)-2-fluoroacrylic acid